C1(CCCC1)N1C=C(C2=CC(=CC=C12)C=1NCCC(N1)=O)C#N 1-cyclopentyl-5-(4-oxo-1,6-dihydropyrimidin-2-yl)-1H-indole-3-carbonitrile